N-{[(2R)-1,4-dioxan-2-yl]methyl}-2-{[(2S)-1,4-dioxan-2-yl]methyl}-4-methyl-8-(trifluoromethyl)-4,5-dihydro-2H-furo[2,3-g]indazole-7-carboxamide O1[C@@H](COCC1)CNC(=O)C1=C(C2=C(CC(C3=CN(N=C23)C[C@@H]2OCCOC2)C)O1)C(F)(F)F